C1(CC1)C1=CC(=C(C(=O)NC(NC2=CC=3N(C=C2)C=CN3)=O)C=C1)F 4-Cyclopropyl-2-fluoro-N-(imidazo[1,2-a]pyridin-7-ylcarbamoyl)benzamide